N[C@@H]1C2=CC=CC=C2CC12CCN(CC2)C=2N=CC(=NC2CO)C#CCOC=2C=C(C(=O)N(C)C)C=CC2 (S)-3-((3-(5-(1-amino-1,3-dihydrospiro[indene-2,4'-piperidin]-1'-yl)-6-(hydroxymethyl)pyrazin-2-yl)prop-2-yn-1-yl)oxy)-N,N-dimethylbenzamide